[Si](C1=CC=CC=C1)(C1=CC=CC=C1)(C(C)(C)C)OC1C(COC1)(C)N1CCN(CC1)C=1C=C2C=C(N=CC2=CC1Cl)NC(=O)C1CC12C(C2)(F)F N-(6-(4-(4-((tert-butyldiphenylsilyl)oxy)-3-methyltetrahydrofuran-3-yl)piperazin-1-yl)-7-chloroisoquinolin-3-yl)-4,4-difluorospiro[2.2]pentane-1-carboxamide